O[C@@H]1C[C@H](N(C1)C([C@H](C(C)(C)C)NC(CCC(=O)OC(C)(C)C)=O)=O)C(N[C@@H](C)C1=CC=C(C=C1)C1=C(N=CS1)C)=O tert-Butyl 4-(((S)-1-((2S,4R)-4-hydroxy-2-(((S)-1-(4-(4-methylthiazol-5-yl)phenyl)ethyl)carbamoyl)pyrrolidin-1-yl)-3,3-dimethyl-1-oxobutan-2-yl)amino)-4-oxobutanoate